N-bromoamine BrN